(S)-2-(tert-butoxycarbonylamino)-2-cyclopropyl-acetic acid C(C)(C)(C)OC(=O)N[C@H](C(=O)O)C1CC1